tert-butyl 8-(2-fluoro-4-nitrophenyl)-3,8-diazabicyclo[3.2.1]octane-3-carboxylate FC1=C(C=CC(=C1)[N+](=O)[O-])N1C2CN(CC1CC2)C(=O)OC(C)(C)C